C(C1=CC=CC=C1)(=O)O[C@H]1C[C@@H](NC1)C=1SC=C(N1)C(=O)OCC ethyl 2-((2R,4S)-4-(benzoyloxy)pyrrolidin-2-yl)thiazole-4-carboxylate